5-Bromo-2-(3-fluoro-1-methylpiperidin-4-yl)-6-methoxy-2H-indazole BrC1=CC2=CN(N=C2C=C1OC)C1C(CN(CC1)C)F